N-(3-(pyridin-2-yl)azetidin-3-yl)cyclopropanecarboxamide N1=C(C=CC=C1)C1(CNC1)NC(=O)C1CC1